(2S)-3-tert-butoxy-2-(tert-butoxycarbonylamino)propanoic acid C(C)(C)(C)OC[C@@H](C(=O)O)NC(=O)OC(C)(C)C